Menthendiamin C1(C(=CC(CC1)C(C)C)N)(C)N